O=C(CCC(=O)NCC=C)NCC=C [2-oxo-2-(2-propenylamino)ethyl]-N-(2-propenyl)acetamide